4-(4-amino-2-{4-[(2-fluoroacrylamido)]phenyl}-1-methyl-7-{3-[(1-methylpiperidin-4-yl)oxy]prop-1-ynyl}pyrrolo[3,2-c]pyridin-3-yl)-2-fluoro-N-(2,2,2-trifluoroethyl)benzamide NC1=NC=C(C2=C1C(=C(N2C)C2=CC=C(C=C2)NC(C(=C)F)=O)C2=CC(=C(C(=O)NCC(F)(F)F)C=C2)F)C#CCOC2CCN(CC2)C